FC1=C(C(=CC(=C1F)F)F)OB([O-])[O-] (2,3,4,6-tetrafluorophenyl)borat